OC1=CC2=CC=CC=C2C=C1 2-hydroxy-naphthalene